N1(C=NC=C1)CCCNC(=O)C1=NN2C(N=C(C=C2C2=CC(=CC=C2)OC)C2=CC=CC=C2)=C1 N-(3-(1H-imidazol-1-yl)propyl)-7-(3-methoxyphenyl)-5-phenylpyrazolo[1,5-a]pyrimidine-2-carboxamide